N-(4-(1-(2,2,2-trifluoroethyl)-1H-pyrazol-4-yl)quinolin-8-yl)-4-(trifluoromethoxy)benzamide FC(CN1N=CC(=C1)C1=CC=NC2=C(C=CC=C12)NC(C1=CC=C(C=C1)OC(F)(F)F)=O)(F)F